C(C1=CC=CC=C1)(=O)N1[C@H](CN(CC1)C(=O)C1=NN2C(N=CC=C2C2=CC(=C(C=C2)OC)OC)=C1)C1CC1 (S)-(4-benzoyl-3-cyclopropylpiperazin-1-yl)(7-(3,4-dimethoxyphenyl)pyrazolo[1,5-a]pyrimidin-2-yl)methanone